ethylene glycol (3-ethyl-3-oxetanylmethyl) ether C(C)C1(COC1)COCCO